CC=1C=C2NCC=NC2=CC1C(NC1(CC1)C1=CC=CC2=CC=CC=C12)=O 6-methyl-7-((1-(naphthalen-1-yl)cyclopropyl)carbamoyl)-3,4-dihydroquinoxaline